N-(4-((3,5-bis(trifluoromethyl)benzyl)oxy)phenyl)-4-(3-chlorophenethyl)piperazine-1-carboxamide FC(C=1C=C(COC2=CC=C(C=C2)NC(=O)N2CCN(CC2)CCC2=CC(=CC=C2)Cl)C=C(C1)C(F)(F)F)(F)F